O[C@@H]1[C@H](C[C@H](C1)NC1=NC=NC=C1C(=O)C=1SC(=C(C1)SC1=CC(=CC=C1)C(F)(F)F)C)CNS(O)(=O)=O.OC(C)C(CC1=CC=CC=C1)N 2-hydroxy-3-amino-4-phenyl-butane [(1R,2S,4R)-2-hydroxy-4-({5-[(5-methyl-4-{[3-(trifluoromethyl)phenyl]sulfanyl}-2-thienyl)carbonyl]pyrimidin-4-yl}amino)cyclopentyl]methyl-sulfamate